1,1-dichloro-2,2-bis(5-phenoxy-4-hydroxyphenyl)ethylene ClC(=C(C1=CC=C(C(=C1)OC1=CC=CC=C1)O)C1=CC=C(C(=C1)OC1=CC=CC=C1)O)Cl